2,4,5-tribromothiophene BrC=1SC(=C(C1)Br)Br